C(C)(C)(C)OC(=O)N1CC2(C(C1)(F)F)CCN(CC2)C(=O)OCC2=CC=CC=C2 4,4-difluoro-2,8-diazaspiro[4.5]decane-2,8-dicarboxylic acid 8-benzyl 2-tert-butyl ester